CN1C(C(C2=CC=CC=C12)=O)(C(=O)OC)C=C=C Methyl 1-methyl-3-oxo-2-(propa-1,2-dien-1-yl)indoline-2-carboxylate